N1(N=CC=C1)C=1SC=C(N1)C(=O)O 1H-pyrazol-1-yl-thiazole-4-carboxylic acid